5-[[4-[2-(cyclopentyloxy)-3-pyridinyl]-2,6-difluoro-phenoxy]methyl]pyridin-2-ol C1(CCCC1)OC1=NC=CC=C1C1=CC(=C(OCC=2C=CC(=NC2)O)C(=C1)F)F